2-((4-(butylthio)-7-(diethylamino)-6-nitro-2-oxo-2H-chromen-3-yl)methylene)malononitrile C(CCC)SC1=C(C(OC2=CC(=C(C=C12)[N+](=O)[O-])N(CC)CC)=O)C=C(C#N)C#N